CC1=C(C(=CC(=C1)N1CC2=C(CCC1)C=C(C=C2)OC2COC2)C)NC(CC(C)(C)C)=O N-(2,6-Dimethyl-4-(7-(oxetan-3-yl-oxyl)-1,3,4,5-tetrahydro-2H-benzo[c]azepine-2-yl)phenyl)-3,3-dimethylbutanamide